(4-(propionyloxy)phenyl)boric acid C(CC)(=O)OC1=CC=C(C=C1)OB(O)O